CC(=O)[C@H]1CC[C@@H]2[C@@]1(CC(=O)[C@H]3[C@H]2CC[C@@H]4[C@@]3(CC[C@H](C4)O)C)C 5alpha-pregnan-3alpha-ol-11,20-dione